(R)-4-(2-Oxo-1,4-dihydro-2H-quinazolin-3-yl)-piperidine-1-carboxylic acid O=C1NC2=CC=CC=C2CN1C1CCN(CC1)C(=O)O